magnesium sulfate, cerium salt [Ce+3].S(=O)(=O)([O-])[O-].[Mg+2]